C(C)(=O)OCC1(N([C@H](CC1)C1=C(C=C(C(=C1)OCCCOC)Cl)Br)N1C=C(C(C=C1)=O)C(=O)OCC)COC(C)=O (R)-(5-(2-bromo-4-chloro-5-(3-methoxypropoxy)phenyl)-1-(3-(ethoxycarbonyl)-4-oxopyridin-1(4H)-yl)pyrrolidine-2,2-diyl)bis(methylene) diacetate